((6-(difluoromethoxy)-2-(3''-(4-fluorophenethoxy)-2,2'-dimethyl-4''-(pyrrolidin-1-ylmethyl)-[1,1':3',1''-terphenyl]-3-yl)benzo[d]oxazol-5-yl)methyl)proline FC(OC1=CC2=C(N=C(O2)C=2C(=C(C=CC2)C2=C(C(=CC=C2)C2=CC(=C(C=C2)CN2CCCC2)OCCC2=CC=C(C=C2)F)C)C)C=C1CN1[C@@H](CCC1)C(=O)O)F